2-chloroethyl (2R,3S,5R)-2-((((1s,4S)-4-(6-hydroxy-4-methoxypyridin-2-yl)cyclohexyl)oxy)methyl)-5-methyl-3-(2,2,2-trifluoro-N-(4-methoxybenzyl)acetamido)pyrrolidine-1-carboxylate OC1=CC(=CC(=N1)C1CCC(CC1)OC[C@@H]1N([C@@H](C[C@@H]1N(C(C(F)(F)F)=O)CC1=CC=C(C=C1)OC)C)C(=O)OCCCl)OC